N(CCC(=O)[O-])CCC(=O)[O-] iminodipropionate